Cl.FC(C1NCCOC1)(F)F (2S)-3-(trifluoromethyl)morpholine hydrochloride